4-((1E,4Z,6E)-7-(3,4-dimethoxyphenyl)-5-hydroxy-3-oxo-hept-1,4,6-trien-1-yl)-2-methoxyphenyl 3-hydroxy-2-(hydroxymethyl)-2-methylpropionate OCC(C(=O)OC1=C(C=C(C=C1)\C=C\C(\C=C(\C=C\C1=CC(=C(C=C1)OC)OC)/O)=O)OC)(C)CO